2-(2,2-difluorocyclohexyl)-1-[(2R,4R)-2-methyltetrahydro-2H-pyran-4-yl]-1H-imidazo[4,5-c]quinoline-8-carbonitrile FC1(C(CCCC1)C=1N(C2=C(C=NC=3C=CC(=CC23)C#N)N1)[C@H]1C[C@H](OCC1)C)F